2-(4-chloro-2,6-dimethylphenyl)-5-(pyrrolidin-1-yl)-2,6-dihydro-7H-[1,2,3]triazolo[4,5-d]pyrimidin-7-one ClC1=CC(=C(C(=C1)C)N1N=C2C(N=C(NC2=O)N2CCCC2)=N1)C